5-[(4R,7R,8aS)-4-methyl-7-[[(5S)-5-methyl-5,6,7,8-tetrahydro-2,6-naphthyridin-3-yl]amino]-3,4,6,7,8,8a-hexahydro-1H-pyrrolo[1,2-a]pyrazin-2-yl]quinoline-8-carbonitrile C[C@@H]1CN(C[C@H]2N1C[C@@H](C2)NC=2N=CC=1CCN[C@H](C1C2)C)C2=C1C=CC=NC1=C(C=C2)C#N